tert-butyl N-[rac-(2R)-3-[3-[[1-(1,3-benzothiazol-2-yl)-2-(3-carbamimidoylphenyl)ethyl]sulfamoyl]anilino]-2-methyl-3-oxo-propyl]carbamate S1C(=NC2=C1C=CC=C2)C(CC2=CC(=CC=C2)C(N)=N)NS(=O)(=O)C=2C=C(NC([C@@H](CNC(OC(C)(C)C)=O)C)=O)C=CC2 |r|